4-(3-methyl-2,3,4,5-tetrahydropyridin-6-yl)-1H-Indazole CC1CN=C(CC1)C1=C2C=NNC2=CC=C1